BrC1=C(C(=CC=C1)F)CC=O 2-(2-bromo-6-fluorophenyl)acetaldehyde